2,8-diazaspiro[4.5]Decane-2-carboxylate C1N(CCC12CCNCC2)C(=O)[O-]